C1=C(C=CC2=CC=CC=C12)C(C)=O (2-NAPHTHYL)ETHANONE